(4-chloro-3-hydroxyphenyl)boric acid ClC1=C(C=C(C=C1)OB(O)O)O